C(=O)(O)C[N+](CCC)(C)C N-(carboxymethyl)-N,N-dimethyl-1-propanaminium